C(CCCCC)(=O)C(O)[C@H](N)[C@H](O)[C@H](O)CCCCCCCCCCCCCC CAPROOYL-PHYTOSPHINGOSINE